C1(=CC=CC=C1)C(CC=1SC=CN1)C1=CC=CC=C1 2-(2,2-diphenyl-ethyl)thiazole